C1(=CC=CC=C1)C1CN(C1)C(=O)C1=NOC(=N1)C1=C(C(=C(C(=C1)F)F)O)F (3-Phenylazetidin-1-yl)(5-(2,4,5-trifluoro-3-hydroxyphenyl)-1,2,4-oxadiazol-3-yl)methanone